COC1=C(C=CC=C1)OC(CCC1=CC=C(C=C1)OCC)=O 3-(4-ethoxyphenyl)propionic acid 2-methoxyphenyl ester